C1C(CC12OCC2)C(=O)O 5-Oxaspiro[3.3]heptane-2-carboxylic acid